S(=O)(=O)(OC1COC(C1O)COCCCCCCCCCCCCCC)[O-] 5-((tetradecyloxy)methyl)-4-hydroxytetrahydrofuran-3-yl sulfate